FC(C=1N=CC=2N(C1)C(=CN2)C2=NC=CC(=N2)N2CC(CCC2)N(S(=O)(=O)C)C)F N-(1-(2-(6-(Difluoromethyl)imidazo[1,2-a]pyrazin-3-yl)pyrimidin-4-yl)piperidin-3-yl)-N-methylmethanesulfonamide